CC1(CC2CCC(C1)N2)NC(OC(C)(C)C)=O tert-butyl N-{endo-3-methyl-8-azabicyclo[3.2.1]octan-3-yl}carbamate